[Fe+3].[Fe+2] iron (II)-iron (III)